BrC1=NN=C(S1)NC([C@H](C)N1C=NC=2N(C(N(C(C12)=O)C)=O)C)=O (S)-N-(5-bromo-1,3,4-thiadiazol-2-yl)-2-(1,3-dimethyl-2,6-dioxo-1,2,3,6-tetrahydro-7H-purin-7-yl)propionamide